C(C)(=O)C=1C=C(C=CC1)C1=C(OC(=C1)[N+](=O)[O-])C(=O)N (3-Acetylphenyl)-5-nitrofuran-2-carboxamide